(E)-2-methylbut-2-enedioic acid diethyl ester (diethyl mesaconate) C(C)C(/C(/C(=O)O)=C\C(=O)O)CC.C(C)OC(\C(=C\C(=O)OCC)\C)=O